2-methyl-N-(1-(4-methylbenzyl)-1H-indazol-3-yl)furan-3-carboxamide CC=1OC=CC1C(=O)NC1=NN(C2=CC=CC=C12)CC1=CC=C(C=C1)C